2-amino-2-(3-fluoro-4-(trifluoromethyl)phenyl)-6-hydroxycyclohexane-1-one NC1(C(C(CCC1)O)=O)C1=CC(=C(C=C1)C(F)(F)F)F